(7-chloro-2-(methylthio)-4,5-dihydro-3H-1-benzazepin-4-yl)carbamic acid tert-butyl ester C(C)(C)(C)OC(NC1CC(=NC2=C(C1)C=C(C=C2)Cl)SC)=O